COC=1C=NC=C(C1C1=CC=C(C=C1)NC([C@H](C(C1=CC=CC=C1)C1=CC=CC=C1)NC(OC(C)(C)C)=O)=O)OC tert-butyl (S)-(1-((4-(3,5-dimethoxypyridin-4-yl)phenyl)amino)-1-oxo-3,3-diphenylpropan-2-yl)carbamate